CC(=CCC/C(=C/CC/C(=C/CC/C(=C\\CC/C(=C\\CC/C(=C\\CC/C(=C\\CC/C(=C\\CC/C(=C\\CC/C(=C\\CC/C(=C\\COP(=O)([O-])OP(=O)([O-])O[C@@H]1[C@@H]([C@H]([C@H]([C@H](O1)CO)O)O[C@@H]2[C@@H]([C@H]([C@H]([C@H](O2)CO)O)O)NC(=O)C)NC(=O)C)/C)/C)/C)/C)/C)/C)/C)/C)/C)/C)C The molecule is an organophosphate oxoanion arising from deprotonation of both free diphosphate OH groups of alpha-D-GalNAc-(1->3)-alpha-D-GalNAc-diphospho-ditrans,octacis-undecaprenol. It is a conjugate base of an alpha-D-GalNAc-(1->3)-alpha-D-GalNAc-diphospho-ditrans,octacis-undecaprenol.